N-(3-(3'-chloro-6-methoxy-5-((((5-oxopyrrolidin-2-yl)methyl)amino)methyl)-[2,4'-bipyridin]-2'-yl)-2-methylphenyl)-5-((3-methoxyazetidin-1-yl)methyl)picolinamide ClC=1C(=NC=CC1C1=NC(=C(C=C1)CNCC1NC(CC1)=O)OC)C=1C(=C(C=CC1)NC(C1=NC=C(C=C1)CN1CC(C1)OC)=O)C